3-chloro-4-(2-chloro-4-fluorophenyl)-5-(2-chloro-5-methoxyphenyl)-1-methyl-2(1H)-pyridone ClC=1C(N(C=C(C1C1=C(C=C(C=C1)F)Cl)C1=C(C=CC(=C1)OC)Cl)C)=O